FC(C1CN(C1)C1=CC=C(C=N1)C1CN(C1)C(=O)OC(C)(C)C)(F)F tert-Butyl 3-[6-[3-(trifluoromethyl)azetidin-1-yl]-3-pyridyl]azetidine-1-carboxylate